OC1=NC2=CC=NC=C2C=C1C(=O)OCC ethyl 2-hydroxy-1,6-naphthyridine-3-carboxylate